(2S,3S)-ethyl 3-((2,6-dichloro-5-fluoropyrimidin-4-yl)amino)bicyclo[2.2.2]octane-2-carboxylate ClC1=NC(=C(C(=N1)N[C@@H]1[C@H](C2CCC1CC2)C(=O)OCC)F)Cl